C(C)(CC)C=1C(=C(C=CC1)N1N=C2C(=N1)C=CC=C2)O 2-(3-sec-butyl-2-hydroxyphenyl)-2H-benzotriazole